S(C)(=O)(=O)O.CC1(OC=2C(=NC(=CC2)C=2C(=CC(=NC2)NC(C)=O)NC2=NC(=CC(=C2)C2CCOCC2)S(=O)(=O)C)OC1)C N-(5-(2,2-dimethyl-2,3-dihydro-[1,4]dioxino[2,3-b]pyridin-6-yl)-4-((6-(methylsulfonyl)-4-(tetrahydro-2H-pyran-4-yl)pyridin-2-yl)amino)pyridin-2-yl)acetamide mesylate